CC(C[Na])CCCCCCCCCC 2-methyl-dodecyl-sodium